5-[4-(methylamino)pyrrolo[2,3-d]pyrimidin-7-yl]cyclopentane-1,2-diol CNC=1C2=C(N=CN1)N(C=C2)C2CCC(C2O)O